1-(4-((R)-2-((tert-butyldimethylsilyl)oxy)propoxy)-6-((R)-3-methoxytetrahydrofuran-3-yl)pyridine-2-yl)-6-chloro-3-methyl-1H-pyrazolo[4,3-c]pyridine [Si](C)(C)(C(C)(C)C)O[C@@H](COC1=CC(=NC(=C1)[C@]1(COCC1)OC)N1N=C(C=2C=NC(=CC21)Cl)C)C